2-(4-(4-(aminomethyl)-1-oxo-1,2-dihydrophthalazin-6-yl)-1-methyl-1H-pyrazol-5-yl)-5-chlorobenzonitrile NCC1=NNC(C2=CC=C(C=C12)C=1C=NN(C1C1=C(C#N)C=C(C=C1)Cl)C)=O